OC(COC1=C(C=C(C=C1)C1(C2=CC=CC=C2C=2C=CC=CC12)C1=CC(=C(C=C1)OCC(C)O)C)C)C 9,9-bis[4-(2-hydroxypropoxy)-3-methylphenyl]fluorene